NC=1C(=CC(=NC1)N(C(OC(C)(C)C)=O)C)OC tert-butyl (5-amino-4-methoxypyridin-2-yl)(methyl)carbamate